C(CCC)P(CCCC)(CCCC)=[Se] tri(n-butyl)phosphine selenide